FC=1C=C(C=C(C1OC1=C2C(=NC=C1)N(C=C2C(F)(F)F)COCC[Si](C)(C)C)F)NC(=S)NCCCO N-(3,5-difluoro-4-{[3-(trifluoromethyl)-1-{[2-(trimethylsilyl)ethoxy]methyl}-1H-pyrrolo[2,3-b]pyridin-4-yl]oxy}phenyl)-N'-(3-hydroxypropyl)thiourea